N=1N=NC(C1)=O R-triazolone